BrC1=C(C=NN(C1=O)C)N[C@@H]1C[C@@H](CN(C1)C)C1=CC=C(C(=O)N2CCC3(CC2)CCN(CC3)C3=CC(=C(C=C3)C3C(NC(CC3)=O)=O)F)C=C1 3-[4-[3-[4-[(3R,5R)-5-[(5-bromo-1-methyl-6-oxo-pyridazin-4-yl)amino]-1-methyl-3-piperidyl]benzoyl]-3,9-diazaspiro[5.5]undecan-9-yl]-2-fluoro-phenyl]piperidine-2,6-dione